tert-butyl 2'-(trifluoromethanesulfonyloxy)-5',6'-dihydrospiro[azetidine-3,4'-pyrrolo[1,2-b]pyrazole]-1-carboxylate FC(S(=O)(=O)OC=1C=C2N(N1)CCC21CN(C1)C(=O)OC(C)(C)C)(F)F